12,13-Dimethyl-5,14-dioxabicyclo[9.2.1]-tetradeca-1(13),11-dien-4-one CC1=C2CCCCCOC(CCC(=C1C)O2)=O